(4,4-difluoropiperidin-1-yl)-5-(trifluoromethyl)aniline FC1(CCN(CC1)NC1=CC=CC(=C1)C(F)(F)F)F